5-{6-[4-(dimethylamino)piperidin-1-yl]-4-methoxypyrido[2,3-d]pyrimidin-2-yl}-2,7-dimethylindazol-6-ol CN(C1CCN(CC1)C1=CC2=C(N=C(N=C2OC)C2=CC3=CN(N=C3C(=C2O)C)C)N=C1)C